FC1=CC=C(C=C1)C(N1C[C@@H](N(C[C@H]1C)C1=CC(N(C=2C=CC(=NC12)C#N)C)=O)C)C1=NC=NC=C1 8-((2s,5r)-4-((4-fluorophenyl)(pyrimidin-4-yl)methyl)-2,5-dimethylpiperazin-1-yl)-5-methyl-6-oxo-5,6-dihydro-1,5-naphthyridine-2-carbonitrile